acetic acid [(1-{2-[4-(benzothiazol-2-yloxy)-phenyl]-ethyl}-piperidin-4-yl)-methyl-carbamoyl]-methyl ester S1C(=NC2=C1C=CC=C2)OC2=CC=C(C=C2)CCN2CCC(CC2)N(C(=O)COC(C)=O)C